(3,5-dichloro-4-hydroxyphenyl)(spiro[cyclopropane-1,2'-pyrido[4,3-b][1,4]oxazin]-4'(3'H)-yl)methanone ClC=1C=C(C=C(C1O)Cl)C(=O)N1C2=C(OC3(C1)CC3)C=CN=C2